tert-butyl ((1r,4r)-4-(hydrazinecarbonyl)cyclohexyl)carbamate N(N)C(=O)C1CCC(CC1)NC(OC(C)(C)C)=O